[Al+3].S([O-])([O-])(=O)=O.S([O-])([O-])(=O)=O.S([O-])([O-])(=O)=O.[Al+3] sulfuric acid-aluminum salt